FC(CCCN1N=CC=C1)(F)F 1-(4,4,4-trifluorobutyl)-1H-pyrazol